3-(1H-pyrrolo[3,2-b]pyridin-3-yl)pyrrolidine-1-carboxylic acid tert-butyl ester C(C)(C)(C)OC(=O)N1CC(CC1)C1=CNC=2C1=NC=CC2